6'-Chloro-1',2'-dihydrospiro[cyclopentane-1,3'-pyrrolo[3,2-c]pyridine] ClC1=CC2=C(C=N1)C1(CN2)CCCC1